2-(trifluoromethyl)-8-(4-(trifluoromethyl)phenyl)imidazo[1,2-a]pyrazin FC(C=1N=C2N(C=CN=C2C2=CC=C(C=C2)C(F)(F)F)C1)(F)F